C(C)(C)(C)OC(=O)N[C@H](CC(C(=O)[O-])C)CC1=CC(=C(C=C1)O)NC(CCOCCOCCNC(CC)=O)=O (4R)-4-((tert-Butoxycarbonyl) amino)-5-(4-hydroxy-3-(3-(2-(2-propionylaminoethoxy) ethoxy) propanamido) phenyl)-2-methylpentanoate